CN1CCC(CC1)NC(=O)C=1SC=C(N1)NC1=NC=C(C(=N1)NCCCN1C(OCCCC1)=O)C(F)(F)F N-(1-methylpiperidin-4-yl)-4-((4-((3-(2-oxo-1,3-oxazepan-3-yl)propyl)amino)-5-(trifluoromethyl)pyrimidin-2-yl)amino)thiazole-2-carboxamide